CC(C(=O)O)(C)C1=CC=C(C=C1)B1OC(C(O1)(C)C)(C)C 2-methyl-2-[4-(4,4,5,5-tetramethyl-1,3,2-dioxaborolan-2-yl)phenyl]propanoic acid